BrC1=CC2=C(C(=NO2)NS(=O)(=O)C2=C(C=CC=C2OC)OC)C=C1C N-(6-bromo-5-methylbenzo[d]isoxazol-3-yl)-2,6-dimethoxybenzenesulfonamide